FC(C1=NN=C(O1)C1=CC(N(C=C1)CC#CC1=CC(=CC=C1)OC)=O)F 4-(5-(Difluoromethyl)-1,3,4-oxadiazol-2-yl)-1-(3-(3-methoxyphenyl)prop-2-yn-1-yl)pyridin-2(1H)-one